(S)-4-(1-(2-(4-fluorophenethyl)-5,6,7,8-tetrahydro-4H-cyclohepta[b]thiophene-3-carboxamido)ethyl)benzoic acid FC1=CC=C(CCC2=C(C3=C(S2)CCCCC3)C(=O)N[C@@H](C)C3=CC=C(C(=O)O)C=C3)C=C1